ethyl 2-(2-(4-methoxyphenyl)thiazol-4-yl)-2-methylpropanoate COC1=CC=C(C=C1)C=1SC=C(N1)C(C(=O)OCC)(C)C